C(N)(=O)C1(COC1)NC(=O)C=1N(N=C2C=CC(=CC12)OCC1=CC=NN1C)C N-(3-carbamoyloxetan-3-yl)-2-methyl-5-[(1-methyl-1H-pyrazol-5-yl)methoxy]-2H-indazole-3-carboxamide